Potassium (3-cyano-2-hydroxyphenyl)trifluoroborate C(#N)C=1C(=C(C=CC1)[B-](F)(F)F)O.[K+]